[Cl-].C(CCCCCCCCCCC)NC(=O)C[N+]1=CC=CC=C1 N-(laurylcarbamoyl-methyl)-pyridinium chloride